NC=1C=C(C=C(C1C(F)(F)F)N)OC1=CC(=C(C(=C1)N)C(F)(F)F)N 3,5-diamino-4-trifluoromethylphenylether